Methyl (2S)-2-(tert-butoxycarbonylamino)-4-(1-methyl-5-nitro-benzimidazol-2-yl)butanoate C(C)(C)(C)OC(=O)N[C@H](C(=O)OC)CCC1=NC2=C(N1C)C=CC(=C2)[N+](=O)[O-]